N1N=CN=C1 1,2,4-Triazole